Tert-butyl (3aS,7aR)-6-(2-{1-ethyl-1H-pyrrolo[2,3-b]pyridin-2-yl}-7-methoxy-1-methyl-1H-1,3-benzodiazole-5-carbonyl)-octahydro-1H-pyrrolo[2,3-c]pyridine-1-carboxylate C(C)N1C(=CC=2C1=NC=CC2)C2=NC1=C(N2C)C(=CC(=C1)C(=O)N1C[C@H]2[C@@H](CC1)CCN2C(=O)OC(C)(C)C)OC